ClC=1C=C2C(=C(NC2=CC1)C(=O)OC(C)C)C=1N=NN(C1)CC1CCN(CC1)CCNS(=O)(=O)C1=CC=C(C=C1)CC Isopropyl 5-chloro-3-(1-((1-(2-((4-ethylphenyl)sulfonamido)ethyl)piperidin-4-yl)methyl)-1H-1,2,3-triazol-4-yl)-1H-indol-2-carboxylat